C(C)(C)(C)C1=CC=C(C=N1)C1CN(C1)C(CC[C@H]1NC(OC1)=O)=O (4R)-4-[3-[3-(6-tert-butyl-3-pyridyl)azetidin-1-yl]-3-oxo-propyl]oxazolidin-2-one